dimethylammonio-propane-sulfonate C[NH+](C)C(CC)S(=O)(=O)[O-]